NC1=C(N=CC=N1)SC1=C(C=2N(C=C1)C=CN2)Cl 6-amino-5-((8-chloroimidazo[1,2-a]pyridin-7-yl)thio)pyrazine